FC1=C(OC2=NC(=NC(=C2)C2=C(C=CC=C2)C(C)C)NS(=O)(=O)C2=CSC=C2)C=CC=C1 N-[4-(2-fluorophenoxy)-6-(2-isopropylphenyl)pyrimidin-2-yl]thiophene-3-sulfonamide